C1(CC1)N1CC2=CC=CC(=C2C1)NS(=O)(=O)C1=CC=NN1C(C)C N-(2-cyclopropylisoindolin-4-yl)-1-isopropyl-1H-pyrazole-5-sulfonamide